[Si](C)(C)(C(C)(C)C)OCC(OC=1C=CC2=C(C(=C(O2)C)C(=O)OCC)C1)C1=CC=CC=C1 ethyl 5-(2-((tert-butyldimethylsilyl)oxy)-1-phenylethoxy)-2-methylbenzofuran-3-carboxylate